5-(((1S,2S)-2-aminocyclohexyl)(methyl)amino)-2-(2,6-dioxopiperidin-3-yl)isoindoline-1,3-dione N[C@@H]1[C@H](CCCC1)N(C=1C=C2C(N(C(C2=CC1)=O)C1C(NC(CC1)=O)=O)=O)C